CN1N=NC2=C1C=CC(=C2C)C(C2(CCCC2)C(=O)OC)C2=CC(=C(C=C2)C)CN2C[C@H](OC1=CC=3C=CC=NC3C=C1C2)CC methyl 1-((1,4-dimethyl-1H-benzo[d][1,2,3]triazol-5-yl) (3-(((R)-2-ethyl-2,3-dihydro-[1,4]oxazepino[7,6-g]quinolin-4(5H)-yl)methyl)-4-methylphenyl)methyl)cyclopentane-1-carboxylate